di-(n-butyl)tin C(CCC)[Sn]CCCC